2-(2,6-dioxopiperidin-3-yl)-5-(4-hydroxy-1-((2-morpholinopyrimidin-5-yl)methyl)piperidin-4-yl)isoindoline-1,3-dione O=C1NC(CCC1N1C(C2=CC=C(C=C2C1=O)C1(CCN(CC1)CC=1C=NC(=NC1)N1CCOCC1)O)=O)=O